2-(4-methyl-2-nitro-phenylamino)ethanol CC1=CC(=C(C=C1)NCCO)[N+](=O)[O-]